CC(CCCCCCCCCCCCCCNC)CCC 15,N-dimethyloctadecylamine